N-(4-fluorophenyl)-N-(2-((1-(4-fluorophenyl)ethyl)amino)pyrimidin-4-yl)cyclopropane-1,1-dicarboxamide FC1=CC=C(C=C1)N(C(=O)C1(CC1)C(=O)N)C1=NC(=NC=C1)NC(C)C1=CC=C(C=C1)F